C3-methyl-1H-pyrazolo[4,3-c]Pyridine CC1=NNC2=C1C=NC=C2